C(CCCCCCCC#CC\C=C\C)O (E)-12-tetradecene-9-yn-1-ol